NC([C@@](CO)(C)NC(=O)C1=C(OC2=C1C=C(C=C2)CC2=NC=CC=C2)C)=O (S)-N-(1-amino-3-hydroxy-2-methyl-1-oxopropan-2-yl)-2-methyl-5-(pyridin-2-ylmethyl)benzofuran-3-carboxamide